4-(2,2,3-trimethyl-3-cyclopentenyl)-2-buten-1-ol CC1(C(CC=C1C)CC=CCO)C